tributyl-(trimethyl-silicon) tin [Sn].C(CCC)C([Si](C)C)(CCCC)CCCC